(1S,3R)-3-(3-{[(5-methyl-1,2-oxazol-3-yl)acetyl]amino}-1H-pyrazol-5-yl)cyclopentyl propan-2-ylcarbamate CC(C)NC(O[C@@H]1C[C@@H](CC1)C1=CC(=NN1)NC(CC1=NOC(=C1)C)=O)=O